F[B-](F)(F)F.C(CCCCCCCCCCCCCCC)[N+](C)(C)C cetyltrimethyl-ammonium tetrafluoroborate